FC(C=1C=C(C=C(C1)C(F)(F)F)NC1=NC=C(C(=N1)NC1=CC=C2CCNCC2=C1)C=1C=NN(C1)CCC)(F)F N2-(3,5-bis(trifluoromethyl)phenyl)-5-(1-propyl-1H-pyrazol-4-yl)-N4-(1,2,3,4-tetrahydroisoquinolin-7-yl)pyrimidine-2,4-diamine